ClC1=CC(=NC=N1)N1CCC(CC1)CN1C(CN(CC1)C(=O)OC(C)(C)C)(C)C Tert-butyl 4-((1-(6-chloropyrimidin-4-yl)piperidin-4-yl)methyl)-3,3-dimethylpiperazine-1-carboxylate